(Benzotriazol-1-yloxy)tripyrrolidinylphosphonium N1(N=NC2=C1C=CC=C2)O[P+](N2CCCC2)(N2CCCC2)N2CCCC2